C(C)(C)(C)[Si](OC[C@H]1C[C@H](C[C@@H]1O[Si](C(C)C)(C(C)C)C(C)C)OC1=CC(=NC=N1)NC(C1=CC=CC=C1)=O)(C)C N-[6-[(1R,3R,4S)-3-[[tert-butyl-(dimethyl)silyl]oxymethyl]-4-triisopropylsilyloxy-cyclopentoxy]pyrimidin-4-yl]benzamide